Cl.CC(C)N1C2C3=CC=CC=C3C1C(CC2)O 12-(prop-2-yl)-12-azatricyclo[6.3.1.02,7]Dodeca-2,4,6-triene-9-ol hydrochloride